(E)-4-(ferrocenylmethyleneamino)-N,N-diphenylaniline [C-]1(C=CC=C1)\C=N\C1=CC=C(N(C2=CC=CC=C2)C2=CC=CC=C2)C=C1.[CH-]1C=CC=C1.[Fe+2]